ClC=1C=C(C(=NC1)OC1=CC=C2C(=N1)N(C(=C2)C(=O)OCC)C)OCC(F)F ethyl 6-((5-chloro-3-(2,2-difluoroethoxy)pyridin-2-yl)oxy)-1-methyl-1H-pyrrolo[2,3-b]pyridine-2-carboxylate